1-bromo-3-{[4-(trifluoromethyl)phenyl]methoxy}-benzene BrC1=CC(=CC=C1)OCC1=CC=C(C=C1)C(F)(F)F